CN(C1CCC(CC1)NC=1N=CC2=C(N1)N(C(C(=C2)C2=CC(=C(C(=C2)F)NS(=O)(=O)CC2=CC=C(C=C2)C)F)=O)C(C)C)C N-(4-(2-(((1r,4r)-4-(dimethylamino)cyclohexyl)amino)-8-isopropyl-7-oxo-7,8-dihydropyrido[2,3-d]-pyrimidin-6-yl)-2,6-difluorophenyl)-1-(p-tolyl)methanesulfonamide